C(C)C1(C(C(C=2N1NC(=CC2OC)OCC2=CC=CC=C2)(C(=O)O)C)(C(=O)O)C)C(=O)O 7-ethyl-5,6-dimethyl-2-(benzyloxy)-4-methoxypyrrolo[1,2-b]pyridazine-5,6,7-tricarboxylic acid